N1=NC=C(C=C1)C1=CNC2=NC=CC(=C21)N2CC1(CC2)NCCCC1 2-(3-pyridazin-4-yl-1H-pyrrolo[2,3-b]pyridin-4-yl)-2,6-diazaspiro[4.5]decane